FC1=C(C(=CC=C1)F)C1C2C3(CCOCCC3SC2NCCN1)O 3-(2,6-difluorophenyl)-13-oxa-9-thia-4,7-diazatricyclo[8.5.0.02,8]pentadecanol